C(/C1=CC=CC=C1)=C(\C=CCO)/CCCCCC 4-((E)-benzylidene)dec-2-en-1-ol